dioctylbutyryl-triazinone C(CCCCCCC)C(CCC(=O)C=1C(NN=NC1)=O)CCCCCCCC